COC(C1=CC(=CC=C1)O)=O methyl-3-hydroxybenzoate